1-((3R,4S)-3-fluoro-4-((6-fluoro-5-(4-fluoro-1-(2-fluoroethyl)-2-methyl-1H-benzo[d]imidazol-6-yl)-4-methoxypyrrolo[2,1-f][1,2,4]triazin-2-yl)amino)piperidin-1-yl)ethan-1-one-2,2,2-d3 F[C@@H]1CN(CC[C@@H]1NC1=NN2C(C(=N1)OC)=C(C(=C2)F)C=2C=C(C1=C(N(C(=N1)C)CCF)C2)F)C(C([2H])([2H])[2H])=O